6,7-dimethoxy-quinolin-4-ol COC=1C=C2C(=CC=NC2=CC1OC)O